ethyl (R)-3-methyl-6-oxohexanoate C[C@@H](CC(=O)OCC)CCC=O